NC1=NN=C(S1)C1=C(C(=CC(=C1)Cl)C)C=1C(=NN(C1C(=O)N)C1=NC=CC=C1Cl)Br [2-(5-amino-1,3,4-thiadiazol-2-yl)-4-chloro-6-methylphenyl]-3-bromo-1-(3-chloro-2-pyridinyl)-1H-pyrazole-5-carboxamide